trans-tert-butyl 4-acetyl-3-(2-chloro-6-(6-(methylcarbamoyl)pyrimidin-4-yl)pyridin-4-yl)-2-methylpiperazine-1-carboxylate C(C)(=O)N1[C@H]([C@@H](N(CC1)C(=O)OC(C)(C)C)C)C1=CC(=NC(=C1)C1=NC=NC(=C1)C(NC)=O)Cl